sodium aminocarboxylic acid NC(=O)O.[Na]